1-[[4-[2-(hexahydro-1H-azepin-1-yl)ethoxy]phenyl]methyl]-2-(4-hydroxyphenyl)-3-methyl-1H-indol-5-ol N1(CCCCCC1)CCOC1=CC=C(C=C1)CN1C(=C(C2=CC(=CC=C12)O)C)C1=CC=C(C=C1)O